6-(6-(((1R,3s,5S)-1,5-dimethyl-9-azabicyclo[3.3.1]nonan-3-yl)thio)-1,2,4-triazin-3-yl)isoquinolin-7-ol C[C@]12CC(C[C@](CCC1)(N2)C)SC2=CN=C(N=N2)C=2C=C1C=CN=CC1=CC2O